{2-[4-(2-Fluoro-ethoxy)-phenyl]-imidazo[1,2-a]pyridin-7-yl}-dimethyl-amine FCCOC1=CC=C(C=C1)C=1N=C2N(C=CC(=C2)N(C)C)C1